Dimethylvaleric acid CC(C(=O)O)(CCC)C